tert-butyl 4-[5-(2,2-difluoroethyl)-1-[4-(trifluoromethoxy)phenyl]pyrazol-3-yl]piperazine-1-carboxylate FC(CC1=CC(=NN1C1=CC=C(C=C1)OC(F)(F)F)N1CCN(CC1)C(=O)OC(C)(C)C)F